C(CC)(=O)OCC=1OC=CC1 2-Furanmethanol propanoate